CC1=C(C=CC=C1)C1(C(C=CC=C1)C)CC#N 2-(2-methylphenyl)-2-tolylacetonitrile